ClC1=CC=2C(=NSC2N2CC3(CN(C3)C(C=C)=O)C2)C(=C1C1=CC(=CC2=CC=CC=C12)OC)F 1-(6-(5-chloro-7-fluoro-6-(3-methoxynaphthalen-1-yl)benzo[c]isothiazol-3-yl)-2,6-diazaspiro[3.3]heptane-2-yl)prop-2-en-1-one